COC(C1=CC(=C(C=C1)[N+](=O)[O-])OCC=C)=O 3-(allyloxy)-4-nitrobenzoic acid methyl ester